4-[[2-[2-chloro-5-hydroxy-4-(2-hydroxy-1,1-dimethyl-ethyl)phenyl]acetyl]amino]-N-(1,1-dimethylprop-2-ynyl)pyridine-2-carboxamide ClC1=C(C=C(C(=C1)C(CO)(C)C)O)CC(=O)NC1=CC(=NC=C1)C(=O)NC(C#C)(C)C